CN(C(OC(C)(C)C)=O)C1=NC(=CC=C1)CCCC=O tert-butyl methyl(6-(4-oxobutyl)pyridin-2-yl)carbamate